1,4-bis(bromomethyl)-3,4,5,6-tetrafluorobenzene BrCC1=CC(C(C(=C1F)F)(F)CBr)F